6,7-dihydro-oxazolo[4,5-c]Pyridine-5(4H)-carboxylic acid tert-butyl ester C(C)(C)(C)OC(=O)N1CC2=C(CC1)OC=N2